(S)-1-(3-((4-(dimethylamino)-6-((5-(5-phenyl-1,3,4-oxadiazol-2-yl)thiazol-2-yl)amino)pyridin-2-yl)amino)piperidin-1-yl)prop-2-en-1-one CN(C1=CC(=NC(=C1)NC=1SC(=CN1)C=1OC(=NN1)C1=CC=CC=C1)N[C@@H]1CN(CCC1)C(C=C)=O)C